6-fluoronaphthalene-1,3-diol FC=1C=C2C=C(C=C(C2=CC1)O)O